2-methylpropanoic acid (E)-3,7-dimethyloct-2,6-dien-1-yl ester C\C(=C/COC(C(C)C)=O)\CCC=C(C)C